FC1=CC2=C(NC(=N2)N)C=C1F 5,6-difluoro-1H-benzoimidazol-2-amine